trimethyl(oxo)-λ6-sulfanylium iodide [I-].C[S+](=O)(C)C